(2R,3S)-4-[({2-[(5-bromoquinoxalin-6-yl)amino]-4,5-dihydroimidazol-1-yl} carbonyloxy)methoxy]-3-ethyl-2-[(3-methylimidazol-4-yl)methyl]-4-oxobutyl decanoate C(CCCCCCCCC)(=O)OC[C@@H]([C@@H](C(=O)OCOC(=O)N1C(=NCC1)NC=1C(=C2N=CC=NC2=CC1)Br)CC)CC=1N(C=NC1)C